CC1=NC(=NN1C1=CC=C(C=C1)CC1=CC=C(C=C1)C1=CC=C(C=C1)CN1C2[C@H](CC1)CN(C2)C)C(=O)N (R)-5-methyl-1-(4-((4'-((5-methylhexahydropyrrolo[3,4-b]pyrrol-1(2H)-yl)methyl)-[1,1'-biphenyl]-4-yl)methyl)phenyl)-1H-1,2,4-triazole-3-carboxamide